CC1(CC(CC(C1)=O)(C)C)CN1C=NC2=C1C=C(C=C2)C#N ((1,3,3-trimethyl-5-oxocyclohexyl)methyl)-1H-benzo[d]imidazole-6-carbonitrile